N5-((1R,5S,6r)-3-Oxabicyclo[3.1.0]hexan-6-yl)-1-((S)-1-(4-chlorophenyl)ethyl)-N3-methyl-1H-pyrazole-3,5-dicarboxamide [C@H]12COC[C@@H]2C1NC(=O)C1=CC(=NN1[C@@H](C)C1=CC=C(C=C1)Cl)C(=O)NC